2-(3-amino-1H-indazol-1-yl)acetonitrile NC1=NN(C2=CC=CC=C12)CC#N